C(C)(C)(C)OC(=O)N1C(=CC2=CC=C(C=C12)B(O)O)CNC(=O)C1(CC1)C (1-(tert-butoxycarbonyl)-2-((1-methylcyclopropanecarboxamido)methyl)-1H-indol-6-yl)boronic acid